C1(=CC=CC=C1)NC(=O)C=1C=CC(=C2C=CC=NC12)N[C@@H]1CN(CC1)CC(N1[C@@H](C[C@@H](C1)F)C#N)=O N-phenyl-5-[[(3S)-1-(2-oxo-2-[(2S,4S)-2-cyano-4-fluoro-pyrrolidin-1-yl]ethyl)pyrrolidin-3-yl]amino]quinoline-8-carboxamide